C1(CC1)CN1CCC2(C[C@@H]2C(=O)N[C@@H](CCCCCC(CC)=O)C=2NC(=CN2)C=2C=C3C=CC(=NC3=CC2)C)CC1 (S)-6-(cyclopropylmethyl)-N-((S)-1-(5-(2-methylquinolin-6-yl)-1H-imidazol-2-yl)-7-oxononyl)-6-azaspiro[2.5]octane-1-carboxamide